C(C1=CC=CC=C1)C(C(=O)O)C.C(CC)(=O)OCC1=CC=CC=C1 benzyl propanoate (BENZYL PROPIONATE)